C(=CC=C)NC=O N-1,3-butadienylcarboxylic acid amide